2-(4'-chloro-3'-(4,6-diphenyl-1,3,5-triazin-2-yl)-[1,1'-biphenyl]-2-yl)-4-phenylquinazoline ClC1=C(C=C(C=C1)C1=C(C=CC=C1)C1=NC2=CC=CC=C2C(=N1)C1=CC=CC=C1)C1=NC(=NC(=N1)C1=CC=CC=C1)C1=CC=CC=C1